5-(tert-butyl)-2-(4,4,5,5-tetramethyl-1,3,2-dioxaborolan-2-yl)aniline C(C)(C)(C)C=1C=CC(=C(N)C1)B1OC(C(O1)(C)C)(C)C